CN1C(N(C2=C1C(=CC=C2)C#CCNC)C2C(NC(CC2)=O)=O)=O 3-[3-Methyl-4-[3-(methylamino)prop-1-ynyl]-2-oxo-benzimidazol-1-yl]piperidine-2,6-dione